8-((2-cyclopropylthiazol-5-yl)sulfonyl)-1-oxa-8-azaspiro[4.5]decan-3-one C1(CC1)C=1SC(=CN1)S(=O)(=O)N1CCC2(CC(CO2)=O)CC1